BrC1=CC(=CC(=C1)COC)S(=O)(=O)C 1-bromo-3-methanesulfonyl-5-(methoxymethyl)benzene